2-[4-fluoro-3-(trifluoromethoxy)phenyl]-2-methoxy-acetic acid FC1=C(C=C(C=C1)C(C(=O)O)OC)OC(F)(F)F